CN1N=NC(=C1NC(O[C@H](C)C=1C(=NC=CC1)Cl)=O)C1=NC=C(C=C1)NC(=O)C1(CC1)C=1C=NC=CC1 (R)-1-(2-chloropyridin-3-yl)ethyl (1-methyl-4-(5-(1-(pyridin-3-yl) cyclopropane-1-carboxamido) pyridin-2-yl)-1H-1,2,3-triazol-5-yl)carbamate